N-(7-chloro-6-(1-((3R,4R)-4-hydroxy-3-methyltetrahydrofuran-3-yl)piperidin-4-yl)isoquinolin-3-yl)-2-(1-isobutyl-1H-pyrazol-5-yl)cyclopropane-1-carboxamide ClC1=C(C=C2C=C(N=CC2=C1)NC(=O)C1C(C1)C1=CC=NN1CC(C)C)C1CCN(CC1)[C@@]1(COC[C@@H]1O)C